C1(=CC=CC=C1)C1=CC=CC=2C(=NOC21)/C=C/CC(C(=O)[O-])C(=O)[O-] 2-((E)-3-(7-phenylbenzo[d]isoxazole-3-yl)allyl)malonate